COC=1C=C2C(=CC=NC2=CC1OC)OC=1C=CC(=NC1)NC(=O)C1=CN(C=C(C1=O)C1=CC=C(C=C1)C)C(C)C N-(5-((6,7-dimethoxyquinolin-4-yl)oxy)pyridin-2-yl)-1-isopropyl-4-oxo-5-p-tolyl-1,4-dihydropyridine-3-carboxamide